6-cyanopyridine C(#N)C1=CC=CC=N1